methyl 3-[3-[4-[2-chloro-4-[[5-(2,3-difluoro-4-methoxy-phenyl)-1-methyl-imidazole-2-carbonyl]amino]benzoyl]piperazin-1-yl]-3-oxo-propoxy]propanoate ClC1=C(C(=O)N2CCN(CC2)C(CCOCCC(=O)OC)=O)C=CC(=C1)NC(=O)C=1N(C(=CN1)C1=C(C(=C(C=C1)OC)F)F)C